Cobalt tetra-aminoporphyrin NC1=C2C=CC(C(=C3C=CC(=C(C=4C=CC(=C(C5=CC=C1N5)N)N4)N)N3)N)=N2.[Co]